CN[C@H](C)C1=C2C=CC=NC2=CN=C1 |r| racemic-5-(1-(methylamino)ethyl)-1,7-naphthyridin